COC1(CCCCC1)C1=CN=C(S1)C(C(=O)N)=CNC1=NC=CC2=CC=C(C=C12)C1=NOC(=N1)C [5-(1-methoxycyclohexyl)thiazol-2-yl]-3-[[7-(5-methyl-1,2,4-oxadiazol-3-yl)-1-isoquinolinyl]amino]acrylamide